C1(CC1)C1=C(C(=NO1)C1=C(C=CC=C1Cl)Cl)CO[C@@H]1[C@@H]2CN([C@H](C1)C2)C=2SC1=C(N2)C(=CC(=C1)C(=O)OC)O[C@H]1COCC1 |&1:18| methyl 2-[(1S,4S,SR)-5-[[5-cyclopropyl-3-(2,6-dichlorophenyl)-1,2-oxazol-4-yl]methoxy]-2-azabicyclo[2.2.1]heptan-2-yl]-4-[(3R)-oxolan-3-yloxy]-1,3-benzothiazole-6-carboxylate